Pentamethylcyclopentadienyl-(1-benzyl-6,6-dimethyl-1,5,6,7-tetrahydro-s-indacenyl)hafnium CC1=C(C(=C(C1([Hf]C1(C=CC2=CC=3CC(CC3C=C12)(C)C)CC1=CC=CC=C1)C)C)C)C